NC=1C=C(C=CC1)N1CCN(CC1)C1=CC=C(C=C1)NC([O-])=O [4-[4-(3-aminophenyl)piperazin-1-yl] phenyl]carbamate